COC=1C=C(C=CC1OC)N1C=C(C2=CC(=CC=C12)CN1CC2CN(CC2C1)C(C)C)CC 3,4-dimethoxyphenyl-3-ethyl-5-{[5-(propan-2-yl)-octahydropyrrolo[3,4-c]pyrrol-2-yl]methyl}-1H-indole